C(C)(C)OC=1C=C(C=NC1)C=1C=C2C(=NNC2=CC1)C(=O)NCC1COCC1 5-(5-Isopropoxypyridin-3-yl)-N-((tetrahydrofuran-3-yl)methyl)-1H-indazole-3-carboxamide